FC(OC=1C=C(C=CC1)C=1C=C2C(=NC1)C=NN2CC=2C=NC=C(C2)F)F 6-[3-(Difluoromethoxy)phenyl]-1-[(5-fluoro-3-pyridyl)methyl]pyrazolo[4,3-b]pyridine